(1-(4-(bromomethyl)-2-(3-(cyclopropylmethoxy)-4-(difluoromethoxy) phenyl) oxazol-5-yl) ethyl) carbamate C(N)(OC(C)C1=C(N=C(O1)C1=CC(=C(C=C1)OC(F)F)OCC1CC1)CBr)=O